C(#N)C=1C=CC(=C2N=CC=NC12)N1C[C@@H](CC(C1)(C)C)NC([C@@H](C(C)C)O)=O (2R)-N-[(3R)-1-(8-cyanoquinoxalin-5-yl)-5,5-dimethylpiperidin-3-yl]-2-hydroxy-3-methylbutyramide